Ethyl (S)-4-(3-(benzofuran-2-yl)phenyl)-2-(tert-butylsulfinyl)-2,3-dihydro-1H-pyrrolo[3,4-c]pyridine-6-carboxylate O1C(=CC2=C1C=CC=C2)C=2C=C(C=CC2)C2=NC(=CC1=C2CN(C1)[S@@](=O)C(C)(C)C)C(=O)OCC